C(C)OC=1C=C(C=CC1)C1=C(C=C(C=C1)CN1CCN(CC1)C1=CC=C(N=N1)C(=O)NS(=O)(=O)C1=CC(=C(C=C1)NCCSC1=CC=CC=C1)C(F)(F)F)C 6-[4-[[4-(3-Ethoxyphenyl)-3-methylphenyl]methyl]piperazin-1-yl]-N-[4-(2-phenylsulfanylethylamino)-3-(trifluoromethyl)phenyl]sulfonylpyridazine-3-carboxamide